4-[2-[4-ethylsulfonyl-2-(trifluoromethyl)piperazin-1-yl]-6-oxo-1H-pyridin-4-yl]-1H-pyrrolo[2,3-b]pyridine-2-carbonitrile C(C)S(=O)(=O)N1CC(N(CC1)C=1NC(C=C(C1)C1=C2C(=NC=C1)NC(=C2)C#N)=O)C(F)(F)F